CN1N=CC(=C1)C1=NN2C(=NC=3C=CC=CC3C2=N1)NC=1C(N=CC=CC1)=O (3S)-3-{[2-(1-methyl-1H-pyrazol-4-yl)[1,2,4]triazolo[1,5-c]quinazolin-5-yl]amino}azepin-2-one